C(CC(O)(C(=O)OCCCC(CC)(C)C)CC(=O)OCCCC(CC)(C)C)(=O)OCCCC(CC)(C)C tri(4,4-dimethyl-1-hexyl) citrate